N-[2-(3-cyanopyridin-2-yl)-5-(2,6-difluoro-4-methoxyphenyl)-1-methyl-3-oxo-2,3-dihydro-1H-pyrazol-4-yl]-4-(difluoromethoxy)benzamide C(#N)C=1C(=NC=CC1)N1N(C(=C(C1=O)NC(C1=CC=C(C=C1)OC(F)F)=O)C1=C(C=C(C=C1F)OC)F)C